NC=1NC(C=2N=CN(C2N1)[C@@H]1O[C@@H](C[C@H]1O[Si](C)(C)C(C)(C)C)CO[Si](C)(C)C(C)(C)C)=O 2-Amino-9-[(2R,3R,5S)-3-[tert-butyl(dimethyl)silyl]oxy-5-[[tert-butyl(dimethyl)silyl]oxymethyl]tetrahydrofuran-2-yl]-1H-purin-6-one